C(C)OC(=O)[C@@]1(C[C@H]([C@@H](C1)O)NC(=O)OC(C)(C)C)CC1=CC(=CC=C1)C1=NC=C(C=N1)F |o1:5,7,8| (1R*,3R*,4R*)-3-((tert-butoxycarbonyl)amino)-1-(3-(5-fluoropyrimidin-2-yl)benzyl)-4-hydroxycyclopentane-1-carboxylic acid ethyl ester